C1(CC1)C1=C(C=CC(=C1)C#N)C1=C(C=CC(=C1)F)OC=1C(=NC=NC1)N1CC2(CC1)CN(CC2)CC2=CC=C1C(C(NC1=C2)=O)(C)C 2-cyclopropyl-2'-((4-(7-((3,3-dimethyl-2-oxoindolin-6-yl)methyl)-2,7-diazaspiro[4.4]nonan-2-yl)pyrimidin-5-yl)oxy)-5'-fluoro-[1,1'-biphenyl]-4-carbonitrile